6-bromo-5-chloro-7H,9H-furo[3,4-f]quinazolin-1-ol BrC=1C2=C(C3=C(N=CN=C3C1Cl)O)COC2